BrC1=C2CN(C(C2=CC=C1CN1CCN(CC1)C1CCN(CC1)C1=CC=C(C=C1)[C@H]1[C@H](COC2=CC(=CC=C12)O)C1=CC=CC=C1)=O)C1C(NC(CC1)=O)=O 3-(4-bromo-5-((4-(1-(4-((3S,4R)-7-hydroxy-3-phenylchroman-4-yl)phenyl)piperidine-4-yl)piperazin-1-yl)methyl)-1-oxoisoindolin-2-yl)piperidine-2,6-dione